FC(OCCCN1N=C(C=C1C=1N=C(N(C1)C)C1=NC(=CC2=C1C=NN2C)C(=O)N)C)F 4-(4-{1-[3-(difluoromethoxy)propyl]-3-methyl-1H-pyrazol-5-yl}-1-methyl-1H-imidazol-2-yl)-1-methyl-1H-pyrazolo[4,3-c]pyridine-6-carboxamide